O1CCN2N=C(C3=CC=CC1=C23)C#N 2,3-dihydro-[1,4]oxazino[2,3,4-hi]indazole-6-carbonitrile